5-((2-chloropyridin-4-yl)oxy)-2-isopropyl-4-phenylthiazole ClC1=NC=CC(=C1)OC1=C(N=C(S1)C(C)C)C1=CC=CC=C1